3-(4-Azidooxy-3-methylphenyl)-1-(4-hydroxyphenyl)prop-2-en-1-one N(=[N+]=[N-])OC1=C(C=C(C=C1)C=CC(=O)C1=CC=C(C=C1)O)C